OC1(CC(N(C1)C(=O)OC(C)(C)C)(C)C)C tert-Butyl 4-hydroxy-2,2,4-trimethylpyrrolidine-1-carboxylate